NC1=NC=CC=C1C1=NC=2C(=NC(=CC2)C2=CC=CC=C2)N1C1=CC=C(CNC2=NC(=NC=C2)C#N)C=C1 4-((4-(2-(2-Aminopyridin-3-yl)-5-phenyl-3H-imidazo[4,5-b]pyridin-3-yl)benzyl)amino)pyrimidine-2-carbonitrile